(3R,4S)-1-[6-[1-(3-cyanocyclobutyl)pyrazol-4-yl]pyrrolo[1,2-b]pyridazin-4-yl]-3-cyclopropyl-4-methyl-2-oxopyrrolidine-3-carbonitrile C(#N)C1CC(C1)N1N=CC(=C1)C=1C=C2N(N=CC=C2N2C([C@]([C@@H](C2)C)(C#N)C2CC2)=O)C1